ClC1=CC(=NC(=N1)N)N[C@H]1COCC1 (R)-6-chloro-N4-(tetrahydrofuran-3-yl)pyrimidine-2,4-diamine